N1=C(C=CC=C1)CN(CC1=NC=CC=C1)CCCCCCCCCCCCCCCCCC N,N-di(2-picolyl)octadecylamine